1-(4-Bromophenyl)-2-[4-(1-{2,6-dimethyl-2H-pyrazolo[3,4-b]pyridin-5-yl}-5-methyl-4-(propan-2-yl)-1H-pyrazol-3-yl)-2H-indazol-2-yl]ethan-1-ol BrC1=CC=C(C=C1)C(CN1N=C2C=CC=C(C2=C1)C1=NN(C(=C1C(C)C)C)C1=CC=2C(N=C1C)=NN(C2)C)O